N-Benzylacrylamide C(C1=CC=CC=C1)NC(C=C)=O